(1R,4R,5S)-2-benzyl-4-(2-cyanophenoxy)-2-azabicyclo[3.2.1]octane C(C1=CC=CC=C1)N1[C@@H]2CC[C@H]([C@H](C1)OC1=C(C=CC=C1)C#N)C2